(cyclopropanecarbonyl)piperazin C1(CC1)C(=O)N1CCNCC1